C1(C(CCC2=CC=CC=C12)C(=O)C1=CC=CC=C1)C(=O)C1=CC=CC=C1 (1,2,3,4-tetrahydronaphthalene-1,2-diyl)bis(phenyl-methanone)